C(#N)N[C@H]1C[C@H](C1)C(=O)NC=1C=C2CCCC2=CC1 cis-3-(cyanoamino)-N-(2,3-dihydro-1H-inden-5-yl)cyclobutane-1-carboxamide